((1S,3R)-3-((2-bromo-6-formylpyridin-3-yl)oxy)cyclopentyl)carbamic acid tert-butyl ester C(C)(C)(C)OC(N[C@@H]1C[C@@H](CC1)OC=1C(=NC(=CC1)C=O)Br)=O